2-(3,4-dihydroxybenzyl)-3,6-dihydro-4H-chromen-4-one OC=1C=C(CC2OC=3C=CCCC3C(C2)=O)C=CC1O